2-(3-bromo-2-methyl-phenyl)-6-(pyrrolidin-1-ylmethyl)-[1,2,4]triazolo[1,5-a]pyridine BrC=1C(=C(C=CC1)C1=NN2C(C=CC(=C2)CN2CCCC2)=N1)C